4-fluoro-N-(1-(5-(6-methoxypyrimidin-4-yl)-5,6,7,8-tetrahydro-1,5-naphthyridin-2-yl)ethyl)benzamide FC1=CC=C(C(=O)NC(C)C2=NC=3CCCN(C3C=C2)C2=NC=NC(=C2)OC)C=C1